triethylammonium (2R,3R)-2-(3,4-dihydroxy-5-oxidophenyl)-3,5-dihydroxy-4-oxochroman-7-olate OC=1C=C(C=C(C1O)[O-])[C@H]1OC2=CC(=CC(=C2C([C@@H]1O)=O)O)[O-].C(C)[NH+](CC)CC.C(C)[NH+](CC)CC